ClC1=CC=C2C(=C(N(C2=C1Cl)C)C1=NN=C(N1)C(F)(F)F)C=1C=NNC1 6,7-dichloro-1-methyl-3-(1H-pyrazol-4-yl)-2-(5-(trifluoromethyl)-4H-1,2,4-triazol-3-yl)-1H-indole